ClC1=CC=C(C(=O)NC2=CC(=CC=C2)S(NC2=CC(=CC=C2)C2C(NC(CC2)=O)=O)(=O)=O)C=C1 4-chloro-N-(3-(N-(3-(2,6-dioxopiperidin-3-yl)phenyl)sulfamoyl)phenyl)benzamide